4-cyano-3-(trifluoromethyl)benzene C(#N)C1=C(C=CC=C1)C(F)(F)F